C(\C=C\C(=O)[O-])(=O)[O-] Fumarate